C(C1=CC=CC=C1)OC1=C2C(=CNC2=CC=C1)C=O 4-BENZYLOXYINDOLE-3-CARBOXALDEHYDE